N=1N(N=NC1)CCC(=O)O 3-(1,2,3,4-TETRAAZOL-2-YL)PROPANOIC ACID